C1(=CC=CC=C1)CCN1CCC(CC1)NC1=CC=CC=C1 N-[1-(2-phenylethyl)-4-piperidinyl]aniline